C(C1=CC=CC=C1)N1N=C(C(N(C1=O)CC1=CC=C(C(=O)[O-])C=C1)=O)C(C)(C)C 4-((2-benzyl-6-(tert-butyl)-3,5-dioxo-2,5-dihydro-1,2,4-triazin-4(3H)-yl)methyl)benzoate